C(N)(=O)CN1CCN(CCCN(CCN(CCC1)CC(N)=O)CC(N)=O)CC(N)=O 1,4,8,11-tetra(carbamoylmethyl)-1,4,8,11-tetraazacyclotetradecane